6-oxo-3H-pyridazine-5-carboxamide O=C1C(=CCN=N1)C(=O)N